6-benzyl-2-(benzyloxy)-3-bromopyridine C(C1=CC=CC=C1)C1=CC=C(C(=N1)OCC1=CC=CC=C1)Br